C(=C)C1C2CCC(C1)C2 2-vinyl-bicyclo[2.2.1]-heptane